(S)-2-methyl-N-(1-(2-methyl-7-(5-methylpyrimidin-2-yl)quinolin-5-yl)cyclopropyl)-5-((1-methylazetidin-2-yl)methoxy)benzamide CC1=C(C(=O)NC2(CC2)C2=C3C=CC(=NC3=CC(=C2)C2=NC=C(C=N2)C)C)C=C(C=C1)OC[C@H]1N(CC1)C